C(C)OCC1(CN(CC1)CC1=CC=C(C=C1)NC1=NC=CC=N1)CCC1=CC=CC=C1 N-(4-((3-(ethoxymethyl)-3-phenethyl-pyrrolidin-1-yl)methyl)phenyl)pyrimidin-2-amine